2-{2-[1-(pyridin-2-ylmethyl)-1H-indole-3-carboxamido]Phenyl}acetic acid methyl ester COC(CC1=C(C=CC=C1)NC(=O)C1=CN(C2=CC=CC=C12)CC1=NC=CC=C1)=O